FC=1C=C(C=C(C1)F)B(C1=CC(=CC(=C1)F)F)C1=CC(=CC(=C1)F)F tris(3,5-difluorophenyl)boron